Cl.FC1(CN(CC1)S(=O)(=O)C=1C=C(C=CC1)C1=CC=CC=2N(N=NC21)C/C(=C/CN)/F)F (Z)-4-(4-(3-((3,3-difluoropyrrolidin-1-yl)sulfonyl)phenyl)-1H-benzo[d][1,2,3]triazol-1-yl)-3-fluorobut-2-en-1-amine hydrochloride